BrC1=NC=CC=C1C=NS(=O)C(C)(C)C N-((2-bromopyridin-3-yl)methylene)-2-methylpropan-2-sulfinamide